ClC1=CC=C(C=N1)C1=NN(C2=C1N=C(N=C2)C2=C(C=C(CN(C(OC(C)(C)C)=O)C)C=C2F)F)COCC[Si](C)(C)C tert-Butyl 4-(3-(6-chloropyridin-3-yl)-1-((2-(trimethylsilyl)ethoxy)methyl)-1H-pyrazolo[4,3-d]pyrimidin-5-yl)-3,5-difluorobenzyl(methyl)carbamate